ClC1=CC(=C(OCC2=CC(=NC=C2)C=2CN(CC2)CC2=NC3=C(N2C[C@H]2OCC2)C=C(C=C3)C(=O)O)C=C1)F 2-[(3-{4-[(4-chloro-2-fluorophenoxy)methyl]pyridin-2-yl}-2,5-dihydro-1H-pyrrol-1-yl)methyl]-1-{[(2S)-oxetan-2-yl]methyl}-1H-1,3-benzodiazole-6-carboxylic acid